C(C)[C@@]1(CC[C@@]2([C@H]3CC[C@@]4([C@H](C[C@@H]([C@H]4[C@@H]3CC[C@H]2C1)C)[C@H](C)CC[C@@](C(F)(F)F)(C)O)C)C)O (3S,5S,8R,9S,10S,13R,14S,15S,17R)-3-ethyl-10,13,15-trimethyl-17-((2R,5R)-6,6,6-trifluoro-5-hydroxy-5-methylhexan-2-yl)hexadecahydro-1H-cyclopenta[a]phenanthren-3-ol